N-[[6-(3-cyclopropyl-1H-pyrazole-5-carbonyl)-6-azaspiro[2.5]octan-2-yl]methyl]furo[2,3-c]pyridine-2-carboxamide C1(CC1)C1=NNC(=C1)C(=O)N1CCC2(C(C2)CNC(=O)C2=CC=3C(=CN=CC3)O2)CC1